valerylacetone C(CCCC)(=O)CC(C)=O